C(C)N1C=C(C(C2=CC(=C(N=C12)N1CCN(CC1)CC(=O)NC1=CC(=C(C=C1)C(=O)OC)O)F)=O)C(=O)O 1-Ethyl-6-fluoro-7-(4-(2-((3-hydroxy-4-(methoxycarbonyl)phenyl)amino)-2-oxoethyl)piperazin-1-yl)-4-oxo-1,4-dihydro-1,8-naphthyridine-3-carboxylic acid